[Cd].[Y].C(=O)(O)C1=CC=C(C=C1)C1=CC(=CC(=C1)C1=CC=C(C=C1)C(=O)O)C1=CC=C(C=C1)C(=O)O 1,3,5-tri(4-carboxyphenyl)benzene yttrium cadmium